tert-butyl (1-(2-nitro-5-(5-oxo-4,5-dihydro-1,2,4-oxadiazol-3-yl)phenyl)piperidin-3-yl)carbamate [N+](=O)([O-])C1=C(C=C(C=C1)C1=NOC(N1)=O)N1CC(CCC1)NC(OC(C)(C)C)=O